(Z)-3-(1-((1-(3-Hydroxy-3-methylbutyl)-1H-pyrazol-3-yl)amino)ethylidene)-5-(4-methylpyridin-3-yl)-1H-pyrrolo[2,3-c]pyridin-2(3H)-one OC(CCN1N=C(C=C1)N\C(\C)=C\1/C(NC2=CN=C(C=C21)C=2C=NC=CC2C)=O)(C)C